(1R,2S,5R)-N-(4-Methoxyphenyl)-5-methyl-2-(1-methylethyl)cyclohexanecarboxamide COC1=CC=C(C=C1)NC(=O)[C@H]1[C@@H](CC[C@H](C1)C)C(C)C